trimethylolethane bis(mercaptoacetate) SCC(=O)O.SCC(=O)O.C(O)C(C)(CO)CO